CN1C(=NC=C1)[C@H](C)NC(=O)C1=CC2=CC=CC(=C2C=C1)OC1=CC=C(C=C1)C(F)(F)F (S)-N-(1-(1-methyl-1H-imidazol-2-yl)ethyl)-5-(4-(trifluoromethyl)phenoxy)-2-naphthamide